diethylenetriamine hexachlororhodium salt Cl[Rh](Cl)(Cl)(Cl)(Cl)Cl.NCCNCCN